5-bromo-N2-(3-methoxy-4-(4-methoxybenzyloxy)benzyl)pyridine-2,3-diamine BrC=1C=C(C(=NC1)NCC1=CC(=C(C=C1)OCC1=CC=C(C=C1)OC)OC)N